NNC([S-])=S aminodithiocarbamate